(1-(2-cyanopropan-2-yl)-1H-pyrazol-4-yl)-2-pyridinecarboxylic acid C(#N)C(C)(C)N1N=CC(=C1)C=1C(=NC=CC1)C(=O)O